Cl.FC(C1C2CCC(C1)N2)(F)F (±)-2-(trifluoromethyl)-7-aza-bicyclo[2.2.1]heptane hydrochloride